3-amino-3-methylbutan NC(CC)(C)C